1-Cyclopropyl-4-fluoro-6-(1-(8-isobutyl-8-azabicyclo[3.2.1]octan-3-yl)piperidin-4-yl)-2-(4-(methylsulfonyl)phenyl)-1H-benzo[d]imidazol C1(CC1)N1C(=NC2=C1C=C(C=C2F)C2CCN(CC2)C2CC1CCC(C2)N1CC(C)C)C1=CC=C(C=C1)S(=O)(=O)C